(1-Cyano-2-ethoxy-2-oxoethylidenaminooxy)dimethylamino-morpholino-carbenium hexafluorophosphate F[P-](F)(F)(F)(F)F.C(#N)C(C(=O)OCC)=NO[C+](N1CCOCC1)N(C)C